OC1(CCN(CC1)C(C[C@@H](C)C1=CC=CC=C1)=O)CN1C=NC(=CC1=O)C(=C)C (R)-3-((4-hydroxy-1-(3-phenylbutyryl)piperidin-4-yl)methyl)-6-(prop-1-en-2-yl)pyrimidin-4(3H)-one